4-hydroxy-2,6-dimethyl-5-N-propan-2-ylpyridine-3,5-dicarboxamide OC1=C(C(=NC(=C1C(=O)NC(C)C)C)C)C(=O)N